ClC1=C(C=2NC(NC(C2C=N1)=O)=S)F 7-chloro-8-fluoro-2-sulfanylidene-1H,2H,3H,4H-pyrido[4,3-d]pyrimidin-4-one